C1(CC1)CN1CC=2N(CC1)N=C(C2)C(=O)OCC ethyl 5-(cyclopropylmethyl)-6,7-dihydro-4H-pyrazolo[1,5-a]pyrazine-2-carboxylate